N-(4-bromo-3-methoxybenzyl)acetamide BrC1=C(C=C(CNC(C)=O)C=C1)OC